1-methyl-3-(1-methyl-2-oxo-5-(trifluoromethyl)-1,2-dihydropyridin-3-yl)-1-(1-(2-oxo-2,3-dihydro-1H-imidazo[4,5-b]pyridin-6-yl)piperidin-4-yl)urea CN(C(=O)NC=1C(N(C=C(C1)C(F)(F)F)C)=O)C1CCN(CC1)C=1C=C2C(=NC1)NC(N2)=O